4-((8-Methoxy-1H-imidazo[4,5-c]quinolin-1-yl)methyl)benzenesulfonamide COC1=CC=2C3=C(C=NC2C=C1)N=CN3CC3=CC=C(C=C3)S(=O)(=O)N